N-[3-(6-chloro-1,3-benzothiazol-2-yl)-1-bicyclo[1.1.1]pentanyl]-5-(1-methylsulfonylcyclopropyl)thiazole-2-carboxamide ClC1=CC2=C(N=C(S2)C23CC(C2)(C3)NC(=O)C=3SC(=CN3)C3(CC3)S(=O)(=O)C)C=C1